3'-(Dibenzothien-4-yl)-3-biphenylboronic acid C1=CC=C(C=2SC3=C(C21)C=CC=C3)C=3C=C(C=CC3)C3=CC(=CC=C3)B(O)O